FC(C(C)(NC(C=C)=O)C)(S(=O)(=O)O)F 1,1-difluoro-2-methyl-2-[(1-oxo-2-propen-1-yl)amino]-1-propanesulfonic acid